C1(=CC=CC=C1)C1=CC=CC=2C3=CC=CC=C3C(C12)(C)C phenyl-9,9-dimethylfluorene